3-(1H-imidazol-1-yl)-N-(piperidin-4-yl)benzamide N1(C=NC=C1)C=1C=C(C(=O)NC2CCNCC2)C=CC1